(1s,4s)-N-(benzo[d]isoxazol-5-yl)-4-(5-methyl-2-oxo-1,2-dihydroquinazolin-3(4H)-yl)cyclohexanecarboxamide O1N=CC2=C1C=CC(=C2)NC(=O)C2CCC(CC2)N2C(NC1=CC=CC(=C1C2)C)=O